NC(CCC(=O)NC(CSC=1C=C(C=C(C1O)O)/C=C/C(=O)OC(C(=O)O)C(C(=O)O)O)C(=O)NCC(=O)O)C(=O)O 2-[(E)-3-[3-[2-[(4-amino-4-carboxybutanoyl)amino]-3-(carboxymethylamino)-3-oxopropyl]sulfanyl-4,5-dihydroxyphenyl]prop-2-enoyl]oxy-3-hydroxybutanedioic acid